dimethyl-2,2'-bipyridine-4,4'-dicarboxylic acid CC=1C(=C(C(=NC1)C1=NC=CC(=C1)C(=O)O)C)C(=O)O